C[C@@H]1CC[C@H](N(C1)C(C(=O)NC=1C=C(C=NC1)C(=O)N)=O)C=1C=NC(=CC1)NC |o1:1,4| rel-5-[[2-[(2S,5R)-5-Methyl-2-[6-(methylamino)-3-pyridyl]-1-piperidyl]-2-oxo-acetyl]amino]pyridine-3-carboxamide